ClCCC1(N(CC1)CCCCCC(=O)N(CCCCCCCCCC)CCCCCCCCCC)CCCCCC(=O)N(CCCCCCCCCC)CCCCCCCCCC 6,6'-((2-chloroethyl)azetidinediyl)bis(N,N-didecylhexanamide)